2-[(4-{6-[(4-cyano-2-fluorobenzyl)oxy]pyridin-2-yl}piperazin-1-yl)methyl]-1-(1,3-oxazol-2-ylmethyl)-1H-benzimidazole-6-carboxylic acid C(#N)C1=CC(=C(COC2=CC=CC(=N2)N2CCN(CC2)CC2=NC3=C(N2CC=2OC=CN2)C=C(C=C3)C(=O)O)C=C1)F